butyl 4-(((2S)-4-(5-(2,6-dioxopiperidin-3-yl)pyridin-2-yl)-2-methylpiperazin-1-yl)methyl)piperidine-1-carboxylate O=C1NC(CCC1C=1C=CC(=NC1)N1C[C@@H](N(CC1)CC1CCN(CC1)C(=O)OCCCC)C)=O